[N+](#[C-])C1=C(C=CC=C1)C1=CC(=CC=C1)C 2-isocyano-3'-methyl-1,1'-biphenyl